(+)-1-(1-(3-amino-4-fluorophenyl)-3-cyclopropylpropyl)-3,4-dihydropyridin-2(1H)-one NC=1C=C(C=CC1F)C(CCC1CC1)N1C(CCC=C1)=O